[3-(trifluoromethyl)phenyl]methanamine FC(C=1C=C(C=CC1)CN)(F)F